dicyclohexyl-(phenylthio)phosphine C1(CCCCC1)P(SC1=CC=CC=C1)C1CCCCC1